FC(S(=O)(=O)OC=1N=C(C2=CC=CC=C2C1C#N)C)(F)F 4-cyano-1-methylisoquinolin-3-yl trifluoromethanesulfonate